tert-butyl (2S)-2-({1-cyano-2-[2-(3-methyl-2-oxo-1,3-benzoxazol-5-yl)-1-benzothiophen-6-yl]ethyl}carbamoyl)-1,4-oxazepane-4-carboxylate C(#N)C(CC1=CC2=C(C=C(S2)C=2C=CC3=C(N(C(O3)=O)C)C2)C=C1)NC(=O)[C@H]1OCCCN(C1)C(=O)OC(C)(C)C